CC1=C(C=CC(=C1)C)N1C(N(CC1)C=1C=C2CN(C(C2=CC1)=O)C1C(NC(CC1)=O)=O)=O 3-(5-(3-(2,4-dimethylphenyl)-2-oxoimidazolidin-1-yl)-1-oxoisoindolin-2-yl)piperidine-2,6-dione